BrC=1C=CC2=C(CN(C(O2)=O)C)C1 6-bromo-3-methyl-3,4-dihydro-2H-benzo[e][1,3]oxazin-2-one